C1(=CC=CC=C1)C1OCC(O1)CO 2-phenyl-1,3-dioxolane-4-methanol